4-amino-7-fluoro-N-methyl-N-((3R)-6-(trifluoromethyl)-2,3-dihydrofuro[2,3-b]pyridin-3-yl)-1,3-dihydrofuro[3,4-c]-quinoline-8-carboxamide NC1=NC=2C=C(C(=CC2C2=C1COC2)C(=O)N([C@H]2COC1=NC(=CC=C12)C(F)(F)F)C)F